1-(6-Fluoropyrimidin-4-yl)piperidine-4-carboxylic acid FC1=CC(=NC=N1)N1CCC(CC1)C(=O)O